COC1CC(C1)NC(C1=CC=CC=C1)=O N-((1s,3s)-3-methoxycyclobutyl)benzamide